O1CCN(CC1)C1=CC=CC(=N1)C(=O)[O-] 6-morpholinopicolinate